3,3'-((((((2-acetylnaphtho[2,3-b]furan-4,9-diyl)bis(oxy))bis(carbonyl))bis(azanediyl))bis(ethane-2,1-diyl))bis(azanediyl))dipropionic Acid ditoluenesulfonate Salt monohydrate O.C(C1=CC=CC=C1)S(=O)(=O)O.C(C1=CC=CC=C1)S(=O)(=O)O.C(C)(=O)C1=CC2=C(O1)C(=C1C=CC=CC1=C2OC(=O)NCCNCCC(=O)O)OC(=O)NCCNCCC(=O)O